C(C)(C)C1=CC(=C(OC=2C=C(C=CC2)CCCN2CCN(CC2)C(=O)OC(C)(C)C)C=C1)C=1C2=C(C(N(C1)C)=O)N(C=C2)S(=O)(=O)C2=CC=C(C=C2)C tert-butyl 4-[3-[3-[4-isopropyl-2-[6-methyl-7-oxo-1-(p-tolylsulfonyl)pyrrolo[2,3-c]pyridin-4-yl]phenoxy]phenyl]propyl]piperazine-1-carboxylate